1-(5-(3-aminoprop-1-yn-1-yl)pyrazolo[1,5-a]pyridin-3-yl)dihydropyrimidine-2,4(1H,3H)-dione NCC#CC1=CC=2N(C=C1)N=CC2N2C(NC(CC2)=O)=O